tert-butyl 6-(6-(2-acetylhydrazine-1-carbonyl)pyrazin-2-yl)-2,6-diazaspiro[3.4]octane-2-carboxylate C(C)(=O)NNC(=O)C1=CN=CC(=N1)N1CC2(CN(C2)C(=O)OC(C)(C)C)CC1